1-((1S,4S)-5-(4-((5-(difluoromethoxy)-3-fluoropyridin-2-yl)amino)pyrido[3,2-d]pyrimidin-6-yl)-2,5-diazabicyclo[2.2.1]heptan-2-yl)prop-2-en-1-one FC(OC=1C=C(C(=NC1)NC=1C2=C(N=CN1)C=CC(=N2)N2[C@@H]1CN([C@H](C2)C1)C(C=C)=O)F)F